2,2-bis[4-(2,3-dicarboxyphenoxy)phenyl]hexafluoropropane C(=O)(O)C1=C(OC2=CC=C(C=C2)C(C(F)(F)F)(C(F)(F)F)C2=CC=C(C=C2)OC2=C(C(=CC=C2)C(=O)O)C(=O)O)C=CC=C1C(=O)O